N-[(1R,2R)-2-hydroxyindan-1-yl]-N-methylmethanesulfonamide O[C@H]1[C@@H](C2=CC=CC=C2C1)N(S(=O)(=O)C)C